methyl-(methane) CC